C(CCCCCCCCCCCCCCCCCCCCC)(=O)OCC(O)CO glyceryl mono-behenate